C(C=C)(=O)N1CC(CCC1)C(=O)O N-acryloyl-piperidine-3-carboxylic acid